2-{1-[2-(1H-1,3-Benzodiazol-2-yl)ethyl]acridin-3-yl}-N-[(3-fluoropyridin-2-yl)methyl]-1,3-oxazole-5-carboxamide N1C(=NC2=C1C=CC=C2)CCC2=CC(=CC1=NC3=CC=CC=C3C=C21)C=2OC(=CN2)C(=O)NCC2=NC=CC=C2F